benzyl 4-(3-((1R,5S)-3-(3-amino-6-chloropyridazin-4-yl)-3,8-diazabicyclo[3.2.1]octan-8-yl)-5-chlorophenoxy)piperidine-1-carboxylate NC=1N=NC(=CC1N1C[C@H]2CC[C@@H](C1)N2C=2C=C(OC1CCN(CC1)C(=O)OCC1=CC=CC=C1)C=C(C2)Cl)Cl